C12COCC(CC1)N2C2=C1C=C(NC1=NC=N2)C2=CC=C(C=C2)NCC2(CCNCC2)O 4-[(p-{4-(3-oxa-8-azabicyclo[3.2.1]oct-8-yl)-1H-1,5,7-triazainden-2-yl}phenylamino)methyl]-4-piperidinol